C(C)(C)(C)OC(=O)C1CCC(CC1)N1CCC(CC1)C1=CC2=C(N(C(N2C)=O)C2C(NC(CC2)=O)=O)C=C1 Tert-butyl-4-[4-[1-(2,6-dioxo-3-piperidyl)-3-methyl-2-oxo-benzimidazol-5-yl]-1-piperidyl]cyclohexanecarboxylate